Methyl 4-(2-(2-aminopyridin-3-yl)-5-(4-fluorophenyl)-3H-imidazo[4,5-b]pyridin-3-yl)benzoate NC1=NC=CC=C1C1=NC=2C(=NC(=CC2)C2=CC=C(C=C2)F)N1C1=CC=C(C(=O)OC)C=C1